N-(4-(4-amino-5-(4-(cyclohexylthio)phenyl)pyrazolo[5,1-f][1,2,4]triazin-6-yl)phenyl)acrylamide NC1=NC=NN2C1=C(C(=N2)C2=CC=C(C=C2)NC(C=C)=O)C2=CC=C(C=C2)SC2CCCCC2